(E)-3-(4-((((1-(3-Cyano-4-(4-cyano-3-fluorophenyl)-5-(3-hydroxy-4-methoxyphenyl)pyridin-2-yl)pyrrolidin-3-yl)methyl)amino)methyl)phenyl)-N-hydroxyacrylamide hydrochloride Cl.C(#N)C=1C(=NC=C(C1C1=CC(=C(C=C1)C#N)F)C1=CC(=C(C=C1)OC)O)N1CC(CC1)CNCC1=CC=C(C=C1)/C=C/C(=O)NO